1-[2-bromo-5-(trifluoromethyl)phenyl]-4,4-difluorocyclohexanol BrC1=C(C=C(C=C1)C(F)(F)F)C1(CCC(CC1)(F)F)O